4-(4-(trifluoromethyl)phenyl)(2-thiazolyl)(3-pyridyl)methanone FC(C1=CC=C(C=C1)C1=C(C=NC=C1)C(=O)C=1SC=CN1)(F)F